3,5-di-tert-butyl-4-hydroxyphenylpropionic acid isooctyl ester C(CCCCC(C)C)OC(C(C)C1=CC(=C(C(=C1)C(C)(C)C)O)C(C)(C)C)=O